7-bromo-3-((3-((1-isopropoxypyrrolin-3-yl)oxy)-3-oxopropyl)amino)benzo[e][1,2,4]triazine-1,4-dioxide BrC1=CC2=C([N+](=C(N=[N+]2[O-])NCCC(=O)OC2=CN(CC2)OC(C)C)[O-])C=C1